BrC1=C(SC=2C1=NC(=CC2N(C(OC(C)(C)C)=O)CC=2SC=CN2)Cl)C[C@H](C=O)NC(=O)OC(C)(C)C tert-Butyl (R)-(3-bromo-2-(2-((tert-butoxycarbonyl)amino)-3-oxopropyl)-5-chlorothieno[3,2-b]pyridin-7-yl)(thiazol-2-ylmethyl)carbamate